C1=CC(=NC=C1C(=O)O)C(=O)O The molecule is a pyridinedicarboxylic acid carrying carboxy groups at positions 2 and 5. It is a conjugate acid of an isocinchomeronate(1-).